FC(CN1CC2CCC(C1)N2)F 3-(2,2-difluoroethyl)-3,8-diazabicyclo[3.2.1]octane